NICKEL-ZINC-COPPER [Cu].[Zn].[Ni]